CC(COC1=CC(=C(C=C1)C)C(NC1(CC1)C1=CC=CC2=CC=CC=C12)=O)(C)NC(OC(C)(C)C)=O tert-Butyl (2-methyl-1-(4-methyl-3-((1-(naphthalen-1-yl)cyclopropyl)carbamoyl)phenoxy) propan-2-yl)carbamate